FC(C=1C(=C(C=CC1)[C@@H](C)NC=1C2=C(N=C(N1)C)C=NC(=C2)N2CCC(CC2)C#N)F)F 1-[4-({(1R)-1-[3-(difluoromethyl)-2-fluorophenyl]ethyl}amino)-2-methylpyrido[3,4-d]pyrimidin-6-yl]piperidine-4-carbonitrile